C(C1=CC=CC=C1)OCC=1N(C(N(N1)C=1C=C2C=CN=C(C2=C(C1)O[C@H](C(F)(F)F)C)OC1=C(C=CC=C1F)Cl)=O)CC (S)-5-((benzyloxy)methyl)-2-(1-(2-chloro-6-fluorophenoxy)-8-((1,1,1-trifluoropropan-2-yl)oxy)isoquinolin-6-yl)-4-ethyl-2,4-dihydro-3H-1,2,4-triazol-3-one